4-(dimethylamino)-N,N-dimethyl-benzylamine CN(C1=CC=C(CN(C)C)C=C1)C